Ethyl-{[4-bromo-5-(3,4-difluorophenyl)-1-(2-fluorophenyl)-1H-pyrazol-3-yl]sulfanyl}acetat C(C)OC(CSC1=NN(C(=C1Br)C1=CC(=C(C=C1)F)F)C1=C(C=CC=C1)F)=O